5-amino-3-[4-[[(2-methoxybenzoyl)amino]methyl]phenyl]-1-sec-butyl-pyrazole-4-carboxamide NC1=C(C(=NN1C(C)CC)C1=CC=C(C=C1)CNC(C1=C(C=CC=C1)OC)=O)C(=O)N